5-[[4-cyclopropyl-5-(2,6-difluorophenyl)imidazol-1-yl]methyl]-3-methyl-1,3-benzoxazol-2-one C1(CC1)C=1N=CN(C1C1=C(C=CC=C1F)F)CC=1C=CC2=C(N(C(O2)=O)C)C1